(2R)-2-(Dimethylamino)-N-(2,4,7-trifluoro-2-formyl-indan-5-yl)propanamide CN([C@@H](C(=O)NC=1C(=C2CC(CC2=C(C1)F)(C=O)F)F)C)C